FC=1C=CC(=C2C=CNC12)OC 7-fluoro-4-methoxy-1H-indole